N-(4-fluoro-3-((2-((1-(2-methoxyethyl)-1H-pyrazol-4-yl)amino)-5-(4-(trifluoromethyl)phenyl)pyrimidin-4-yl)amino)phenyl)acrylamide FC1=C(C=C(C=C1)NC(C=C)=O)NC1=NC(=NC=C1C1=CC=C(C=C1)C(F)(F)F)NC=1C=NN(C1)CCOC